The molecule is a cationic C3-cyanine type compound with 1-ethylquinolin-4-yl groups at both ends. It has a role as a fluorochrome. It is a member of quinolines and a quinolinium ion. CCN1C=C/C(=C\\C=C\\C2=CC=[N+](C3=CC=CC=C23)CC)/C4=CC=CC=C41